2-amino-6-chlorophenylboronic acid NC1=C(C(=CC=C1)Cl)B(O)O